1-(5-chloro-2-ethoxy-4-fluoro-3-iodophenyl)ethanone ClC=1C(=C(C(=C(C1)C(C)=O)OCC)I)F